BrC1=CC=C(OCC(O)C2OC(CC2)CO)C=C1 2-(4-bromophenoxy)-1-(5-(hydroxymethyl)tetrahydrofuran-2-yl)ethan-1-ol